1-(4-Cyano-3,5-difluorophenyl)-N-(3-fluorocyclobutyl)-1H-pyrrolo[2,3-b]pyridine-2-carboxamide C(#N)C1=C(C=C(C=C1F)N1C(=CC=2C1=NC=CC2)C(=O)NC2CC(C2)F)F